ethyl 4-cyclopropyl-2-[3-(1-isopropyl-3,5-dimethyl-pyrazol-4-yl)pyrazolo[1,5-a]pyridin-5-yl]thiazole-5-carboxylate C1(CC1)C=1N=C(SC1C(=O)OCC)C1=CC=2N(C=C1)N=CC2C=2C(=NN(C2C)C(C)C)C